[V].ClC1C(N(C1C1=CC=CC=C1)C1C2(CC3CC(CC1C3)C2)C(=O)N)=O (3-chloro-4-phenyl-2-azetidinon-1-yl)adamantanecarboxamide vanadium